NCC1N(CCCC1)CC 2-aminomethyl-1-ethylpiperidine